CCCCCCCCCC n-Decan